O=C(C(=O)NC=1C2=C(C=NC1)C=NN2COCC[Si](C)(C)C)N2[C@H](CC[C@@H](C2)C)C2=CC1=CN(N=C1C=C2)[C@H]2CN(CC2)C 2-oxo-2-[(2R,5S)-5-methyl-2-[2-[(3R)-1-methylpyrrolidin-3-yl]indazol-5-yl]-1-piperidyl]-N-[1-(2-trimethylsilylethoxymethyl)pyrazolo[4,3-c]pyridin-7-yl]acetamide